CSC1=NC=2N(C(=N1)N[C@@H]1CCC=3NC4=CC=CC=C4C3C1)N=CC2C(F)(F)F (3R)-N-[2-methylsulfanyl-8-(trifluoromethyl)pyrazolo[1,5-a][1,3,5]Triazin-4-yl]-2,3,4,9-tetrahydro-1H-carbazol-3-amine